O=C1C(=CC(C2=CC=CC=C12)=O)NC1=CC=C(C=C1)NC(C1=CC=C(C=C1)CN1CCN(CC1)C)=O N-(4-((1,4-dioxo-1,4-dihydronaphthalene-2-yl)amino)phenyl)-4-((4-methylpiperazine-1-yl)methyl)benzamide